C(C)(CC)NC=1C(=C(C(=C2C=NNC12)C=1C=CC=2N(C1)C=C(N2)NC(=O)[C@H]2[C@H](C2)F)Cl)F (1S,2S)-N-(6-(7-(sec-butylamino)-5-chloro-6-fluoro-1H-indazol-4-yl)imidazo[1,2-a]pyridin-2-yl)-2-fluorocyclopropane-1-carboxamide